2-(methylsulfanyl)-5-[2-(triisopropylsilyl)ethynyl]pyrido[2,3-d]pyrimidin-7-amine CSC=1N=CC2=C(N1)N=C(C=C2C#C[Si](C(C)C)(C(C)C)C(C)C)N